(2,4,6-trimethylphenylammonium) tetrakis(3,5-bis(trifluoromethyl)phenyl)borate FC(C=1C=C(C=C(C1)C(F)(F)F)[B-](C1=CC(=CC(=C1)C(F)(F)F)C(F)(F)F)(C1=CC(=CC(=C1)C(F)(F)F)C(F)(F)F)C1=CC(=CC(=C1)C(F)(F)F)C(F)(F)F)(F)F.CC1=C(C(=CC(=C1)C)C)[NH3+]